BrC1=CC=C(C=C1)C1(CC1)S(=O)(=O)C 1-bromo-4-(1-methylsulfonyl-cyclopropyl)benzene